C(C=C)(=O)N1C[C@@H](N(C[C@H]1C)C1=NC(N2C3=C(C(=C(C=C13)Cl)C1=CC=C(C=C1)F)SC[C@@H]2CN2CCN(CC2)C2CC2)=O)C (S)-7-((2S,5R)-4-acryloyl-2,5-dimethylpiperazin-1-yl)-9-chloro-3-((4-cyclopropyl-piperazin-1-yl)methyl)-10-(4-fluorophenyl)-2H-[1,4]thiazino[2,3,4-ij]quinazolin-5(3H)-one